3-(1-Oxo-5-(5-phenylthiazol-4-yl)isoindolin-2-yl)piperidine-2,6-dione O=C1N(CC2=CC(=CC=C12)C=1N=CSC1C1=CC=CC=C1)C1C(NC(CC1)=O)=O